5-Bromo-7-methyl-4-aminopyrrolo[2,3-d]pyrimidine BrC1=CN(C=2N=CN=C(C21)N)C